FC1=C(CN2[C@@H](CCC2=O)CC(=O)N[C@@H](C(C)C)C(=O)N[C@@H](C(C)C)C(=O)OC)C=CC=C1F Methyl (2-((S)-1-(2,3-difluorobenzyl)-5-oxopyrrolidin-2-yl)acetyl)-L-valyl-L-valinate